4-(2-(ethyl(methyl)amino)ethyl)naphthalen-1-ol fumarate C(\C=C\C(=O)O)(=O)O.C(C)N(CCC1=CC=C(C2=CC=CC=C12)O)C